CC1(OB(OC1(C)C)C=1C=C2C=CC(NC2=CC1)=O)C 6-(4,4,5,5-tetramethyl-1,3,2-dioxaborolan-2-yl)quinolone